C(C)(C)(C)OC(=O)N1CCC(CC1)OC1=CN=CC2=CC=C(C=C12)Br 4-((6-bromoisoquinolin-4-yl)oxy)piperidine-1-carboxylic acid tert-butyl ester